5-Fluoro-6-(2-methoxyethoxy)-3-{3-[4-(morpholine-4-carbonyl)phenyl]-1,2-oxazol-5-yl}-1H-indazole FC=1C=C2C(=NNC2=CC1OCCOC)C1=CC(=NO1)C1=CC=C(C=C1)C(=O)N1CCOCC1